di-(1,4-dimethylpentyl)-o-phenylenediamine CC(CCC(C)C)NC1=C(C=CC=C1)NC(CCC(C)C)C